(2S,3R,4R)-ethyl 1-acetyl-4-amino-2-ethyl-3-methyl-1,2,3,4-tetrahydroquinoline-6-carboxylate C(C)(=O)N1[C@H]([C@@H]([C@H](C2=CC(=CC=C12)C(=O)OCC)N)C)CC